(2R,4aS,6aS,9S,12bR,14aS,14bR)-N-propyl-9-methoxy-2,4a,6a,9,12b,14a-hexamethyl-10,11-dioxo-1,2,3,4,4a,5,6,6a,9,10,11,12b,13,14,14a,14b-hexadecahydropicene-2-carboxamide C(CC)NC(=O)[C@]1(C[C@H]2[C@@]3(CC[C@]4(C5=CC(C([C@@](C5=CC=C4[C@]3(CC[C@]2(CC1)C)C)(C)OC)=O)=O)C)C)C